CN(CCN(CCCCCCCC(=O)OC(CCCCCCCCF)CCCCCCCC)CCCCCCCC(=O)OCCCCCCCCC(C)C)C 1-fluoroheptadecan-9-yl 8-((2-(dimethylamino)ethyl)(8-((9-methyldecyl)oxy)-8-oxooctyl)amino)octanoate